C(C)(C)C=1C2=C(NC1C=1C=C(C=3N(C1)N=CN3)C)C=C(S2)C2C3CN(CC2CC3)CC(=O)N 2-(8-(6-isopropyl-5-(8-methyl-[1,2,4]triazolo[1,5-a]pyridin-6-yl)-4H-thieno[3,2-b]pyrrol-2-yl)-3-azabicyclo[3.2.1]octan-3-yl)acetamide